OC1=C2C(C=3C=CC(=CC3C(C2=C(C=C1)O)=O)C(=O)O)=O 5,8-dihydroxy-9,10-dioxo-9,10-dihydro-anthracene-2-carboxylic acid